6-(1-(2,2-difluoroethyl)-4-(4-isopropoxyphenyl)-1H-imidazol-5-yl)imidazo[1,2-b]pyridazine-3-carbonitrile FC(CN1C=NC(=C1C=1C=CC=2N(N1)C(=CN2)C#N)C2=CC=C(C=C2)OC(C)C)F